C(C)(C)(C)OOC(=O)C1=CC=C(C(=O)C2=CC=C(C=C2)C(=O)OOC(C)(C)C)C=C1 4,4'-bis(t-butylperoxycarbonyl)benzophenone